OC[C@@H](CC(C)C)NC1=NC(=NC(=N1)CC(C)C1=CC=C(C=C1)COC)NS(=O)(=O)C N-(4-(((R)-1-Hydroxy-4-methylpentan-2-yl)amino)-6-(2-(4-(methoxymethyl)phenyl)propyl)-1,3,5-triazin-2-yl)methanesulfonamide